ClC1=C(C=CC=C1NC(=O)C=1SC=2CN(CCC2N1)C)C1=C(C(=CC=C1)NC(=O)C=1N(C2=C(CN(CC2)C)N1)C)C#N N-(2-chloro-2'-cyano-3'-(1,5-dimethyl-4,5,6,7-tetrahydro-1H-imidazo[4,5-c]pyridine-2-carboxamido)biphenyl-3-yl)-5-methyl-4,5,6,7-tetrahydrothiazolo[5,4-c]pyridine-2-carboxamide